bis(3-amino-4-dimethylamino-phenyl)-methanone NC=1C=C(C=CC1N(C)C)C(=O)C1=CC(=C(C=C1)N(C)C)N